COC=1C=C(C=NO)C=CC1OCCN1C(NCC1)=O 3-methoxy-4-(2-(2-oxoimidazolidin-1-yl)ethoxy)benzaldehyde oxime